C1(CC1)C#C[C@@]1(NC(NC2=CC(=C(C=C12)F)CN1N=C(C=C1)C)=O)C(F)(F)F (S)-4-(cyclopropylethynyl)-6-fluoro-7-((3-methyl-1H-pyrazol-1-yl)methyl)-4-(trifluoromethyl)-3,4-dihydroquinazolin-2(1H)-one